(4S)-5,5-difluoro-1-[3-(trifluoromethoxy)butyl]-3-(trifluoromethyl)-6,7-dihydro-4H-indazol-4-ol FC1([C@H](C=2C(=NN(C2CC1)CCC(C)OC(F)(F)F)C(F)(F)F)O)F